N,9-diphenyl-N-{4-[4-(10-phenyl-9-anthracenyl)phenyl]Phenyl}-9H-carbazol-3-amine C1(=CC=CC=C1)N(C=1C=CC=2N(C3=CC=CC=C3C2C1)C1=CC=CC=C1)C1=CC=C(C=C1)C1=CC=C(C=C1)C=1C2=CC=CC=C2C(=C2C=CC=CC12)C1=CC=CC=C1